Trans-2-(1-(4-chlorobenzyl)-5-(4-chlorophenyl)piperidin-3-yl)acetic acid ClC1=CC=C(CN2C[C@H](C[C@@H](C2)C2=CC=C(C=C2)Cl)CC(=O)O)C=C1